1-(4-(3-(Difluoromethyl)-5-fluorobenzyl)pyridin-2-yl)-5-(hydroxymethyl)-3-methyl-1H-pyrazol-4-carboxamid FC(C=1C=C(CC2=CC(=NC=C2)N2N=C(C(=C2CO)C(=O)N)C)C=C(C1)F)F